C(\C=C\C(=O)OC)(=O)OCCOC(\C=C\C(=O)OC)=O [(2E)-3-(methoxycarbonyl)prop-2-enoyloxy]ethyl methyl (2E)-but-2-ene-1,4-dioate